2-(2-Chloro-pyrimidin-4-yl)-7-methyl-3-phenyl-thiazolo[3,2-a]pyrimidin-5-one ClC1=NC=CC(=N1)C1=C(N2C(=NC(=CC2=O)C)S1)C1=CC=CC=C1